NC1=C(C(=NN1C1=CC=CC=C1)C=1C=NC(=NC1)N1CCN(CC1)C(=O)OC(C)(C)C)C tert-butyl 4-(5-(5-amino-4-methyl-1-phenyl-1H-pyrazol-3-yl)pyrimidin-2-yl)piperazine-1-carboxylate